prop-2-en-1-yl (2S,3S,4S,5R,6S)-6-(4-{[(tert-butyldimethylsilyl)oxy]methyl}-2-nitrophenoxy)-3,4,5-trihydroxyoxane-2-carboxylate [Si](C)(C)(C(C)(C)C)OCC1=CC(=C(O[C@H]2[C@@H]([C@H]([C@@H]([C@H](O2)C(=O)OCC=C)O)O)O)C=C1)[N+](=O)[O-]